bis(2,4,6-trimethylbenzoyl)-2,4-dibutoxyphenyl-phosphine oxide CC1=C(C(=O)P(C2=C(C=C(C=C2)OCCCC)OCCCC)(C(C2=C(C=C(C=C2C)C)C)=O)=O)C(=CC(=C1)C)C